FC(C1=NN=C(O1)C1CCC(CC1)NC(OC(C)(C)C)=O)F Tert-Butyl ((1r,4r)-4-(5-(difluoromethyl)-1,3,4-oxadiazol-2-yl)cyclohexyl)carbamate